FC(C)(F)C1=NC(=CC(=N1)NC1=CC(=NC=C1C=1N=NN(C1)CCOC)NC(C)=O)CC N-(4-((2-(1,1-difluoroethyl)-6-ethylpyrimidin-4-yl)amino)-5-(1-(2-methoxyethyl)-1H-1,2,3-triazol-4-yl)pyridin-2-yl)acetamide